C(C)(=O)N1[C@@H](C[C@H](C1)F)C(=O)NC(C1=NC(=C(C=C1)C(C)C)F)C1=CC(=CC=C1)Br (2S,4R)-1-acetyl-N-((3-bromophenyl)(6-fluoro-5-isopropylpyridin-2-yl)methyl)-4-fluoropyrrolidine-2-carboxamide